N[C@H]1C2N(CC1CC2)C(=O)C2=CC1=C(N(C(=N1)C1=CC=3C(=NC(=CC3)C=3C=C(C=CC3)S(=O)(=O)N)N1CC1CC1)C)C(=C2)OC 3-(2-{5-[(7R)-7-amino-2-azabicyclo[2.2.1]heptane-2-carbonyl]-7-methoxy-1-methyl-1H-1,3-benzodiazol-2-yl}-1-(cyclopropylmethyl)-1H-pyrrolo[2,3-b]pyridin-6-yl)benzene-1-sulfonamide